5-(3,5-dibromo-4-hydroxybenzylidene)-2-phenyl-1,3-dioxane-4,6-dione BrC=1C=C(C=C2C(OC(OC2=O)C2=CC=CC=C2)=O)C=C(C1O)Br